C(C=C)(=O)OCC[N+](C)(C)CC1=CC=CC=C1 N-(2-acryloyloxyethyl)-N-benzyl-N,N-dimethylammonium